(S)-7-((2-chloropyrimidin-4-yl)methyl)-4-(cyclopropylethynyl)-4-(1,1-difluoroethyl)-1,4-dihydro-2H-benzo[d][1,3]oxazin-2-one ClC1=NC=CC(=N1)CC=1C=CC2=C(NC(O[C@@]2(C(C)(F)F)C#CC2CC2)=O)C1